1-((2R,3S)-3-((tert-butoxycarbonyl)amino)but-2-yl)-1H-pyrrolo[2,3-b]pyridine-2,6-dicarboxylic acid Diethyl ester C(C)OC(=O)C1=CC=2C(=NC(=CC2)C(=O)OCC)N1[C@H](C)[C@H](C)NC(=O)OC(C)(C)C